C(C1=CC=CC=C1)OC(=O)NCCC1=CC=C(OC2COC3(CN(C3)C(=O)OC(C)(C)C)C2)C=C1 tert-Butyl 7-(4-(2-(((benzyloxy)carbonyl)amino)ethyl)phenoxy)-5-oxa-2-azaspiro[3.4]octane-2-carboxylate